C1(CCC1)OC=1C=CC=2C(N1)=NN(C2)C21COC(CC2)(C1)C 6-cyclobutoxy-2-(1-methyl-2-oxabicyclo[2.2.1]heptan-4-yl)-2H-pyrazolo[3,4-b]pyridine